yttrium (2-methoxyoxyethyl)tris(2-methoxyoxyethyl)ethoxide COOCCC([O-])C(CCOOC)(CCOOC)CCOOC.[Y+3].COOCCC([O-])C(CCOOC)(CCOOC)CCOOC.COOCCC([O-])C(CCOOC)(CCOOC)CCOOC